NC1=NC(=CC(=N1)N1CC(CC1)(C)N(C(OCC1=CC=CC=C1)=O)C)C=1C(=NN(C1)C)C benzyl (1-(2-amino-6-(1,3-dimethyl-1H-pyrazol-4-yl)pyrimidin-4-yl)-3-methylpyrrolidin-3-yl)(methyl)carbamate